1-(exo-3-((4-((4-([1,2,4]Triazolo[1,5-a]pyridin-7-yloxy)-2-fluoro-3-methylphenyl)amino)-7-ethoxy-quinazolin-6-yl)oxy)-8-azabicyclo[3.2.1]octan-8-yl)prop-2-en-1-one N=1C=NN2C1C=C(C=C2)OC2=C(C(=C(C=C2)NC2=NC=NC1=CC(=C(C=C21)OC2CC1CCC(C2)N1C(C=C)=O)OCC)F)C